N-[6-(difluoromethyl)-2-(4-formylcyclohexyl)indazol-5-yl]-6-(trifluoromethyl)pyridine-2-carboxamide FC(C=1C(=CC2=CN(N=C2C1)C1CCC(CC1)C=O)NC(=O)C1=NC(=CC=C1)C(F)(F)F)F